C1(=CC=CC=C1)N1C(CCC1=O)=O N-phenyl-succinimide